Cl.OCCONC1=NNC=2C=CC=NC21 HYDROXYETHOXYAMINOPYRAZOLOPYRIDINE HCL